C(C)(C)C1=C(NC2=CC=C(C=C12)C1CN(C(CO1)(C)C)C1COC1)C=1C=C(C=2N(C1)N=CN2)OC 2-(3-Isopropyl-2-(8-methoxy-[1,2,4]triazolo[1,5-a]pyridin-6-yl)-1H-indol-5-yl)-5,5-dimethyl-4-(oxetan-3-yl)morpholin